C(C)(C)C=1C=C2C=C(C(=NC2=CC1)OC)C(=O)O 6-isopropyl-2-methoxyquinoline-3-carboxylic acid